2-(8-acetyl-8-azaspiro[4.5]decan-3-yl)-8-fluoro-3,4-dihydro-1H-isoquinoline-6-carbohydroxamic acid C(C)(=O)N1CCC2(CC(CC2)N2CC3=C(C=C(C=C3CC2)C(=O)NO)F)CC1